FC1([C@@H]([C@@H](N(C1)C(=O)OC(C)(C)C)CC1=CC(=CC=C1)B1OC(C(O1)(C)C)(C)C)NS(=O)(=O)C)F tert-butyl (2S,3R)-4,4-difluoro-3-[(methanesulfonyl)amino]-2-{[3-(4,4,5,5-tetramethyl-1,3,2-dioxaborolan-2-yl)phenyl]methyl}pyrrolidine-1-carboxylate